phosphoric trichloropropyl ester ClC(CCOP(O)(O)=O)(Cl)Cl